4-amino-6-[[(2R)-2-aminopropoxy]methyl]-2-methyl-pyridazin-3-one NC=1C(N(N=C(C1)COC[C@@H](C)N)C)=O